NC1=CC(=C(C=C1)C=1C=NN(C1)C1CCN(CC1)C(=O)OC(C)(C)C)S(N)(=O)=O tert-Butyl 4-[4-(4-amino-2-sulfamoylphenyl)-1H-pyrazol-1-yl]piperidine-1-carboxylate